(Z,Z)-4,7-decadienyl acetate C(C)(=O)OCCC\C=C/C\C=C/CC